C1N(CC2=CC=CC=C12)CC1=CC(NC=C1)=O 4-(isoindolin-2-ylmethyl)pyridin-2(1H)-one